NC1=CC=C(C(=O)NCCCCCC2=CC=CC=3N(C(N(C32)C)=O)C3C(NC(CC3)=O)=O)C=C1 4-amino-N-[5-[1-(2,6-dioxopiperidin-3-yl)-3-methyl-2-oxo-1,3-benzodiazol-4-yl]pentyl]benzamide